[Br-].CN1CN(C=C1)CC#C 1-methyl-3-propargyl-imidazole bromide salt